C1(=CCCCC1)C=1N=C2C(=NC1)N(C=C2C=2CCN(CC2)C(=O)OC(C)(C)C)COCC[Si](C)(C)C tert-Butyl 4-[2-(cyclohexen-1-yl)-5-(2-trimethylsilylethoxymethyl)pyrrolo[2,3-b]pyrazin-7-yl]-3,6-dihydro-2H-pyridine-1-carboxylate